COC(=O)C1(C(N(C1)CC)C)C1=CC(=C(C=C1)F)F 3-(3,4-difluorophenyl)-1-ethyl-2-methylazetidine-3-carboxylic acid methyl ester